BrC1=CC(=NN1)NC=O N-(5-bromo-1H-pyrazol-3-yl)carboxamide